hexadecyl 3-((4-(hexadecylamino)-4-iminobutyl)thio)propanoate C(CCCCCCCCCCCCCCC)NC(CCCSCCC(=O)OCCCCCCCCCCCCCCCC)=N